(4-(7H-pyrrolo[2,3-d]pyrimidin-4-yl)-3,4-dihydro-2H-1,4-thiazin-6-yl)((3R,4R)-3-amino-4-(hydroxymethyl)piperidin-1-yl)methanone N1=CN=C(C2=C1NC=C2)N2CCSC(=C2)C(=O)N2C[C@@H]([C@@H](CC2)CO)N